C(C)(C)(C)OC(C\C=C\C1=NC(=CC=C1N)OC)=O (E)-4-(3-amino-6-methoxy-2-pyridyl)but-3-enoic acid tert-butyl ester